Cl.N[C@@]1(C([C@](CCC1)([2H])O)=O)C1=CC=C(C=C1)C(F)(F)F (2R,6R)-2-amino-6-hydroxy-6-deutero-2-(4-(trifluoromethyl)phenyl)cyclohexan-1-one hydrochloride